trans-4-((2-amino-5-bromopyrimidin-4-yl)amino)cyclohexanol NC1=NC=C(C(=N1)N[C@@H]1CC[C@H](CC1)O)Br